2-methyl-3,4-quinolinedicarboxylic acid CC1=NC2=CC=CC=C2C(=C1C(=O)O)C(=O)O